C[C@H]1CN(C[C@H](N1)C)[C@H]1CC[C@H](CC1)N1C=C(C2=C1N=CN=C2N)C2=CC=C(C=C2)OC2=CC=CC=C2 7-((cis)-4-((3S,5R)-3,5-dimethylpiperazin-1-yl)cyclohexyl)-5-(4-phenoxyphenyl)-7H-pyrrolo[2,3-d]pyrimidin-4-amine